3-fluoro-2-((3-oxo-2-((2-oxo-2,3-dihydrobenzo[d]oxazol-6-yl)methyl)isoindolin-1-yl)methyl)benzonitrile FC=1C(=C(C#N)C=CC1)CC1N(C(C2=CC=CC=C12)=O)CC1=CC2=C(NC(O2)=O)C=C1